2-((1R,2S)-1-(2-cyano-5-fluorophenyl)-1-(1-methyl-1H-pyrazol-4-yl)propan-2-yl)-5-hydroxy-N-(isoxazol-4-yl)-1-methyl-6-oxo-1,6-dihydropyrimidine-4-carboxamide C(#N)C1=C(C=C(C=C1)F)[C@@H]([C@H](C)C=1N(C(C(=C(N1)C(=O)NC=1C=NOC1)O)=O)C)C=1C=NN(C1)C